CC(=O)O[C@@H]1CCCC[C@@H]1COC2=CC=CC(=C2)[C@@H](CCN)O (1,2-cis)-2-((3-((R)-3-amino-1-hydroxypropyl)phenoxy)methyl)cyclohexyl acetate